C(C=C)(=O)N1CC(C1)(F)CN1C2=C(N(C(C1=O)=O)C=1C(=NC=CC1C)C(C)C)N=C(C(=C2)Cl)C2=C(C=CC=C2O)F 1-((1-acryloyl-3-fluoroazetidin-3-yl)methyl)-7-chloro-6-(2-fluoro-6-hydroxyphenyl)-4-(2-isopropyl-4-methylpyridin-3-yl)-1,4-dihydropyrido[2,3-b]pyrazine-2,3-dione